thiomethane CS